methyl 6-(2,2-difluoroethoxy)-2-methylindole-3-carboxylate FC(COC1=CC=C2C(=C(NC2=C1)C)C(=O)OC)F